BrC1=CN=C2C(=NC(=NN21)NCCC)N(CC2=CC=C(C=C2)OC)CC2=CC=C(C=C2)OC 7-bromo-N4,N4-bis(4-methoxybenzyl)-N2-propylimidazo[2,1-f][1,2,4]triazine-2,4-diamine